ethyl 2-(tert-butoxycarbonylamino)-2-(piperazin-2-yl)-acetate C(C)(C)(C)OC(=O)NC(C(=O)OCC)C1NCCNC1